N1CCC(CC1)C=1SC2=C(N1)C=CN2 2-(piperidin-4-yl)-4H-pyrrolo[3,2-d]thiazole